NC=1C=C(C=CC1)C1=CC=C(C=C1)C1=CC=C(C=C1)C1=CC=C(C=C1)N 3,4'''-diamino-p-quaterphenyl